[Br-].FC1=[N+](C=CC(=C1)N(C)C)CC1=C(C=CC=C1)OC 2-fluoro-1-[(2-methoxyphenyl)methyl]-N,N-dimethyl-pyridin-1-ium-4-amine bromide